2-(4-cyclopropyl-6-methoxypyrimidin-5-yl)-9-([4-[5-methoxy-3-(trifluoromethyl)pyrazol-1-yl]phenyl]methyl)-7H-purin-8-one C1(CC1)C1=NC=NC(=C1C1=NC=C2NC(N(C2=N1)CC1=CC=C(C=C1)N1N=C(C=C1OC)C(F)(F)F)=O)OC